NC1CCC(CC1)NC1=NC2=CC=C(C=C2C=N1)C1=NN=C(S1)NS(=O)(=O)C1=C(C=CC=C1)Cl N-(5-(2-(((1r,4r)-4-amino-cyclohexyl)amino)quinazolin-6-yl)-1,3,4-thiadiazol-2-yl)-2-chloro-benzenesulfonamide